(2-((5-chloro-2-(quinolin-3-ylamino)pyrimidin-4-yl)amino)phenyl)dimethylphosphine oxide ClC=1C(=NC(=NC1)NC=1C=NC2=CC=CC=C2C1)NC1=C(C=CC=C1)P(C)(C)=O